C(C1=CC=CC=C1)OC1=CC(=C(C=C1C)C1=C(C=C(C(=C1)CC)OCC1=CC=CC=C1)F)C1(CCC1)O 1-(4,4'-bis(benzyloxy)-5'-ethyl-2'-fluoro-5-methyl-[1,1'-biphenyl]-2-yl)cyclobutan-1-ol